C(#N)C1=CC(=C(C=C1)C1CN(C1)C(=O)[C@@H]1CC[C@H]2N1C([C@H](CCCC2)NC(=O)C2=CC1=C(S2)C=CC=C1)=O)C 2-(((3S,6S,10aS)-3-(3-(4-cyano-2-methylphenyl)azetidine-1-carbonyl)-5-oxodecahydropyrrolo[1,2-a]azocin-6-yl)carbamoyl)benzo[b]thiophen